[N+](=[N-])=NC(NN1CNCC1)=O diazoimidazolidinyl-urea